CC(CN(C(=O)N[C@H](C(=O)O)CCN(CCCCC1=NC=2NCCCC2C=C1)CCOC1=CC=CC=C1)C)(C)C (2S)-2-[[2,2-dimethylpropyl(methyl)carbamoyl]amino]-4-[2-phenoxyethyl-[4-(5,6,7,8-tetrahydro-1,8-naphthyridin-2-yl)butyl]amino]butanoic acid